O[C@H]1CN(CC1)N1C(=NC2=C1CN(C2)C(=O)N2CC=1N(C(=NC1C2)C2=NC=CC(=C2)C2=C(N=C1N2CCC1)C1=NC(=CC=C1)C)N1C[C@@H](CC1)O)C1=NC=CC(=C1)C1=C(N=C2N1CCC2)C2=NC(=CC=C2)C (R)-(3-Hydroxypyrrolidin-1-yl)(2-(4-(2-(6-methylpyridin-2-yl)-6,7-dihydro-5H-pyrrolo[1,2-a]imidazol-3-yl)pyridin-2-yl)-4,6-dihydropyrrolo[3,4-d]imidazol-5(1H)-yl)ketone